COC1=CC=2N(C=C1)N=C(N2)C 7-methoxy-2-methyl-[1,2,4]triazolo[1,5-a]pyridine